C(#N)C1=CC2=C(CN(C[C@H]2C2=C(C=CC=C2)C=2C(=NNC2)C(F)(F)F)C(=O)OC(C)(C)C)S1 (S)-tert-butyl 2-cyano-4-(2-(3-(trifluoromethyl)-1H-pyrazol-4-yl)phenyl)-4,5-dihydrothieno[2,3-c]pyridine-6(7H)-carboxylate